(R)-6-chloro-5-cyano-4-((2-cyclopropyl-7-methyl-6-oxo-1,2,3,4,6,7-hexahydro-[1,4]oxazepino[2,3-c]quinolin-10-yl)amino)picolinic acid ClC1=C(C(=CC(=N1)C(=O)O)NC1=CC=2C3=C(C(N(C2C=C1)C)=O)OCC[C@@H](N3)C3CC3)C#N